BrC1=CC=C2[C@H](CC[C@@]3(CC=4N=C(N=C(C4CO3)Cl)SC)C2=C1)C |&1:8| (1RS,4S)-7-bromo-4'-chloro-4-methyl-2'-(methylthio)-3,4,5',8'-tetrahydro-2H-spiro[naphthalene-1,7'-pyrano[4,3-d]pyrimidine]